4-(benzyloxy)cyclohexan-1-amine hydrochloride Cl.C(C1=CC=CC=C1)OC1CCC(CC1)N